FC(OC1=NC=CC(=C1)CNC(=O)NC1=CC(=C(C=C1)F)C)F 1-[[2-(difluoromethoxy)pyridin-4-yl]methyl]-3-(4-fluoro-3-methylphenyl)urea